C(CCl)SCCCl 2,2'-dichlorodiethyl sulfide